[Si](C1=CC=CC=C1)(C1=CC=CC=C1)(C(C)(C)C)OC1(CN(C(COC1)(C)C)C1=NC(=NC(=N1)Cl)O[C@@H](C)[C@H]1N(C[C@@H](C1)F)C)C 6-((Tert-butyldiphenylsilyl)oxy)-4-(4-chloro-6-((S)-1-((2S,4R)-4-fluoro-1-methylpyrrolidin-2-yl)ethoxy)-1,3,5-triazin-2-yl)-3,3,6-trimethyl-1,4-oxazepane